Cl.CC1=C(C=CC(=C1)C1=NC=NN2C1=CC(=C2)C2=NC=CC=N2)CN (2-methyl-4-(6-(pyrimidin-2-yl)pyrrolo[2,1-f][1,2,4]triazin-4-yl)phenyl)methanamine hydrochloride